4-(4-bromophenyl)-3-(cyclopropylmethoxy)-5,5-dimethylfuran-2(5H)-one BrC1=CC=C(C=C1)C1=C(C(OC1(C)C)=O)OCC1CC1